3-(1,3-dioxoisoindolin-2-yl)-4-methylbenzoic acid O=C1N(C(C2=CC=CC=C12)=O)C=1C=C(C(=O)O)C=CC1C